C(#N)C=1C2=C(N(N=C2C=C(C1)C=1C=NN(C1)CCC1(CCC1)O)C)C1=CC(=C(C(=O)N[C@H]2C(C2)(F)F)C(=C1)OC)OC(F)F 4-[4-cyano-6-[1-[2-(1-hydroxycyclobutyl)ethyl]pyrazol-4-yl]-2-methylindazol-3-yl]-N-[(1R)-2,2-difluorocyclopropyl]-2-(difluoromethoxy)-6-methoxybenzamide